9-(5-(difluoromethyl)-1,3,4-thiadiazol-2-yl)-4-((3R,5S)-4-isobutyryl-3,5-dimethylpiperazin-1-yl)-N-(1-methylcyclopropyl)-9H-pyrimido[4,5-b]indole-7-sulphonamide FC(C1=NN=C(S1)N1C2=C(C3=CC=C(C=C13)S(=O)(=O)NC1(CC1)C)C(=NC=N2)N2C[C@H](N([C@H](C2)C)C(C(C)C)=O)C)F